CC(=O)[C@H]1CC[C@@H]2[C@@]1(CC[C@H]3[C@H]2CCC4=C(C(=O)CC[C@]34C)SCCC(=O)O)C The molecule is a steroid acid consisting of progesterone having a 2-carboxyethylthio group at the 4-position. It is a 3-oxo-Delta(4) steroid, a 20-oxo steroid, a steroid acid, a steroid sulfide and a monocarboxylic acid. It derives from a progesterone.